N2-(4-methoxy-3-(3-(pyrrolidin-1-yl)propoxy)phenyl)-N4-methyl-6-(2,2,2-trifluoroethyl)pyrimidine-2,4-diamine COC1=C(C=C(C=C1)NC1=NC(=CC(=N1)NC)CC(F)(F)F)OCCCN1CCCC1